4-(3-Aminoazepan-1-yl)-2-cyclohexylphthalazin-1(2H)-one hydrochloride Cl.NC1CN(CCCC1)C1=NN(C(C2=CC=CC=C12)=O)C1CCCCC1